FC=1C=C2C(=NC1)NC=C2CCN2CCOCC2 4-(2-(5-fluoro-1H-pyrrolo[2,3-b]pyridin-3-yl)ethyl)morpholine